2-(5-(6-chloro-7-fluoro-3-(1H-imidazol-1-yl)-5-methoxy-1-methyl-1H-indol-2-yl)-4H-1,2,4-triazol-3-yl)-2-methoxyethan-1-ol ClC1=C(C=C2C(=C(N(C2=C1F)C)C=1NC(=NN1)C(CO)OC)N1C=NC=C1)OC